C(/C1=CC=CC=C1)=C(\C=C(\C(=O)OCC)/C)/CCCCCC ethyl (E)-4-((E)-benzylidene)-2-methyl-dec-2-enoate